1-(1-(6-fluoro-1-(3-(methylsulfonyl)phenyl)-1H-indazol-3-yl)ethyl)-3-methyl-1H-pyrazolo[3,4-d]pyrimidin-4-amine FC1=CC=C2C(=NN(C2=C1)C1=CC(=CC=C1)S(=O)(=O)C)C(C)N1N=C(C=2C1=NC=NC2N)C